(R)-N-(1-(2-oxo-2-((S)-3-((5-(trifluoromethyl)pyridin-2-yl)oxy)piperidin-1-yl)ethyl)-1H-pyrazol-4-yl)-2,3-dihydrobenzo[b][1,4]dioxine-2-carboxamide O=C(CN1N=CC(=C1)NC(=O)[C@H]1COC2=C(O1)C=CC=C2)N2C[C@H](CCC2)OC2=NC=C(C=C2)C(F)(F)F